C(OC(C)(C)OOC(C)(C)CCC)([O-])=O tertiary-hexylperoxyisopropyl monocarbonate